[Li].[Cu].C1(=CC=CC=C1)C1=C(C(=NN=N1)C=1C(=C(C=CC1)C1=CC=CC=C1)C1=C(C=CC=2OC3=C(C21)C=CC=C3)C3=C(C(=CC=2C1=CC=CC=C1CC32)C)C)C3=CC=CC=C3 (diphenyltriazinyl)[(dimethylfluorenyl)dibenzofuranyl]biphenyl Copper-lithium